C(CCC)OC=1N=C(C2=C(N1)C(=CN2)CC2=CC=C(C=C2)CN2CCCC2)N 2-butoxy-7-(4-(pyrrolidin-1-ylmethyl)benzyl)-5H-pyrrolo[3,2-d]pyrimidin-4-amine